CC1(COC1)CN1N=CC2=CC=C(C=C12)COC1=CC=CC(=N1)C1CCN(CC1)CC1=NC2=C(N1C[C@H]1OCC1)C=C(C=C2)C(=O)OC(C)(C)C tert-butyl (S)-2-((4-(6-((1-((3-methyloxetan-3-yl) methyl)-1H-indazol-6-yl) methoxy) pyridin-2-yl) piperidin-1-yl) methyl)-1-(oxetan-2-ylmethyl)-1H-benzo[d]imidazole-6-carboxylate